2-heneicosenoyl-sn-glycerol C(C=CCCCCCCCCCCCCCCCCCC)(=O)OC(CO)CO